1,1,2-tribromotrifluoroethane BrC(C(Br)(F)F)(Br)F